1-methyl-1H-benzo[d]imidazol-2-amine CN1C(=NC2=C1C=CC=C2)N